N'-(2,4-dichlorophenyl)-2-((4-oxo-2-phenyl-4H-benzopyran-3-yl)oxy)acethydrazide ClC1=C(C=CC(=C1)Cl)NNC(COC1=C(OC2=C(C1=O)C=CC=C2)C2=CC=CC=C2)=O